CN(C(COC1=CC=C(C=C1)C(C(=O)O)(F)F)=O)C 2-(4-(2-(dimethylamino)-2-oxoethoxy)phenyl)-2,2-difluoroacetic acid